Cl.FC1=C(C=CC(=C1)C1CNCC1)C=1N=C2SC3=C(N2C1)C=CC(=C3)C(=O)NC 2-(2-fluoro-4-(pyrrolidin-3-yl)phenyl)-N-methylbenzo[d]imidazo[2,1-b]thiazole-7-carboxamide hydrochloride